(S)-3,3-difluoro-5-((4-((2-hydroxy-1-phenylethyl)amino)-5-(3-(pyridin-3-yl)-1,2,4-oxadiazol-5-yl)pyrimidin-2-yl)amino)isoindolin-1-one FC1(NC(C2=CC=C(C=C12)NC1=NC=C(C(=N1)N[C@H](CO)C1=CC=CC=C1)C1=NC(=NO1)C=1C=NC=CC1)=O)F